[H-].[H-].[H-].[Ho+3] holmium trihydride